C1=CC=CC=2C3=CC=CC=C3C(C12)COC(=O)N([C@@H](CC(=O)[O-])C(N1CCCC1)=O)C (S)-3-(((9H-fluoren-9-yl)methoxy)carbonyl(methyl)amino)-4-oxo-4-pyrrolidin-1-ylbutanoate